C(C)(C)(C)OC(N(C)C1=CC(=CC=C1)N1C(C=CC(=C1)C(N[C@H](C)C1=CC(=CC(=C1)C(F)(F)F)[N+](=O)[O-])=O)=O)=O N-[3-[5-[[(1R)-1-[3-nitro-5-(trifluoromethyl)phenyl]ethyl]carbamoyl]-2-oxo-1-pyridinyl]phenyl]-N-methylcarbamic acid tert-butyl ester